2-bromobromobromobromobromoacetamide BrC(C(=O)N(Br)Br)(Br)Br